C(C)OC(CN1CCC(CC1)CCCC1CCN(CC1)C1=C(C=C(C=C1)N)F)=O 2-(4-(3-(1-(4-amino-2-fluorophenyl)piperidin-4-yl)propyl)piperidin-1-yl)acetic acid ethyl ester